C(CCCCCCCCCCCCCCCCCCCCCC)(=O)OCCCCCCCCCCCCCCCCC Heptadecane-1-yl Tricosylate